3,4,5-TRIHYDROXYBENZALDEHYDE OC=1C=C(C=O)C=C(C1O)O